methyl propoxylacetate O(CCC)CC(=O)OC